N-[(triethoxysilyl)methyl]aniline 1-((1-(4-amino-3-methoxyphenyl)piperidin-4-yl)methyl)Benzyl-carbamate NC1=C(C=C(C=C1)N1CCC(CC1)CC1(CNC(O)=O)CC=CC=C1)OC.C(C)O[Si](OCC)(OCC)CNC1=CC=CC=C1